(E)-3-(4-((Z)-1-(1H-indazol-5-yl)-2-phenylbut-1-en-1-yl)-2-methoxyphenyl)acrylic acid N1N=CC2=CC(=CC=C12)/C(=C(\CC)/C1=CC=CC=C1)/C1=CC(=C(C=C1)/C=C/C(=O)O)OC